3-((3'-(2,7-di-tert-butyl-9H-carbazol-9-yl)-5-fluoro-2'-((tetrahydro-2H-pyran-2-yl)oxy)-5'-(2,4,4-trimethylpentan-2-yl)-[1,1'-biphenyl]-2-yl)oxy)propyl 4-methylbenzenesulfonate CC1=CC=C(C=C1)S(=O)(=O)OCCCOC1=C(C=C(C=C1)F)C1=C(C(=CC(=C1)C(C)(CC(C)(C)C)C)N1C2=CC(=CC=C2C=2C=CC(=CC12)C(C)(C)C)C(C)(C)C)OC1OCCCC1